(E)-3-(2-amino-6-(butylamino)pyrimidin-4-yl)acrylic acid ethyl ester C(C)OC(\C=C\C1=NC(=NC(=C1)NCCCC)N)=O